C(C)(C)N(C(=O)C1=C(OC=2C(=NC=NC2)N2CC3(C2)CCN(CC3)CC3CCN(CC3)S(=O)(=O)N3[C@@H]2CN[C@H](C3)C2)C=CC(=C1)F)C(C)C (1S,4S)-5-((4-((2-(5-(2-(Diisopropylcarbamoyl)-4-fluorophenoxy)pyrimidin-4-yl)-2,7-diazaspiro[3.5]nonan-7-yl)methyl)piperidin-1-yl)sulfonyl)-2,5-diazabicyclo[2.2.1]heptane